Ethyl 4-bromo-3-oxobicyclo[3.2.1]octane-2-carboxylate BrC1C(C(C2CCC1C2)C(=O)OCC)=O